(1S,3aR,6aS)-N-((R,Z)-4-fluoro-4-(methylsulfonyl)-1-((R)-2-oxopyrrolidin-3-yl)but-3-en-2-yl)-2-(9-hydroxy-9H-fluorene-9-carbonyl)octahydrocyclopenta[c]pyrrole-1-carboxamide F/C(=C/[C@@H](C[C@@H]1C(NCC1)=O)NC(=O)[C@H]1N(C[C@H]2[C@@H]1CCC2)C(=O)C2(C1=CC=CC=C1C=1C=CC=CC21)O)/S(=O)(=O)C